6-(2,5-dioxo-2,5-dihydro-1H-pyrrol-1-yl)-N-(2,5,8,11,14,17,20,23,26,29,32,35,38,41,44,47,50,53,56,59,62,65,68,71-tetracosaoxatriheptacontan-73-yl)hexanamide O=C1N(C(C=C1)=O)CCCCCC(=O)NCCOCCOCCOCCOCCOCCOCCOCCOCCOCCOCCOCCOCCOCCOCCOCCOCCOCCOCCOCCOCCOCCOCCOCCOC